O[C@H]1[C@H](NC2=CC(=CC(=C2C1)OC)OC)C=1C=C(C(=CC1)O)O (2R,3R)-4-(3-hydroxy-5,7-dimethoxy-1,2,3,4-tetrahydroquinolin-2-yl)benzene-1,2-diol